C(C)(C)(C)N(C(=O)OC[C@@H]1[C@H]([C@H]([C@@](O1)(N1C(=O)N=C(N)C=C1)C(CCCCCCCCCCCCCCC)=O)O)O)C1=C(C=C(C=C1)OC1=C2C(=NC=C1)N(C(=C2Cl)C)COCC[Si](C)(C)C)F Palmitoyl-Cytidine tert-butyl-(4-((3-chloro-2-methyl-1-((2-(trimethylsilyl)ethoxy)methyl)-1H-pyrrolo[2,3-b]pyridin-4-yl)oxy)-2-fluorophenyl)carbamate